C(C)(=O)[C@@]1([C@@](O[C@@H]([C@]1(O)C(C)=O)C(O)C(C)=O)(N1C=NC=2C(O)=NC=NC12)C=CC#N)O 2',3',5'-triacetyl-inosineacrylonitrile